1,1,3,3-tetraphenyldimethyldisiloxane C1(=CC=CC=C1)[Si](O[Si](C1=CC=CC=C1)(C1=CC=CC=C1)C)(C1=CC=CC=C1)C